C(C=C)C1=C(C=CC(=C1)F)NC1=CC(=NC=C1C(=O)OCC)C(F)(F)F Ethyl 4-((2-allyl-4-fluorophenyl)amino)-6-(trifluoromethyl)nicotinate